FC1=CC(=C2C=CC=NC2=C1)NC1CCN(CC1)CC(=O)N1CCCC1 (S)-1-(2-(4-((7-fluoroquinolin-5-yl)amino)piperidin-1-yl)acetyl)pyrrolidine